O=C1N(C(C2=CC=CC=C12)=O)CCCCOC=1C=C(C=C(C1)CN(CC1=NC=CC=C1)CC1=CC=CC(=N1)NC(C1=CC=C(C=C1)C(F)(F)F)=O)CN(CC1=NC=CC=C1)CC1=CC=CC(=N1)NC(C1=CC=C(C=C1)C(F)(F)F)=O N,N'-(((((5-(4-(1,3-dioxoisoindolin-2-yl)butoxy)-1,3-phenylene)bis(methylene))bis((pyridin-2-ylmethyl)azanediyl))bis(methylene))bis(pyridine-6,2-diyl))bis(4-(trifluoromethyl)benzamide)